S(=O)(=O)(C1=CC=C(C)C=C1)OCC1=CC(=NC(=C1)C(=O)OC)C(=O)OC Dimethyl 4-tosyloxymethylpyridine-2,6-dicarboxylate